allyl 3-cyclohexyl-propionate C1(CCCCC1)CCC(=O)OCC=C